C(C)(C)(C)OC(=O)NCC(C)(C)C(N1N=CC=C1)=NC([O-])=O ((tert-butoxycarbonyl)amino)((1H-pyrazol-1-yl) tert-butyl methylene)carbamate